NC1=NC=C(C=C1C1=NC=C(C=C1)C(=O)N(C)C)C=1C=C2C(=NC1)N(C=C2C2=CN=CS2)C 2'-amino-N,N-dimethyl-5'-(1-methyl-3-(thiazol-5-yl)-1H-pyrrolo[2,3-b]pyridin-5-yl)-[2,3'-bipyridine]-5-carboxamide